1-cyanopropyl-3-methylimidazolium bis(trifluoromethanesulfonyl)imide salt [N-](S(=O)(=O)C(F)(F)F)S(=O)(=O)C(F)(F)F.C(#N)C(CC)C=1NC=C[N+]1C